3-{4-[(2-amino-4-pyrimidinyl)oxy]-3-(difluoromethoxy)phenyl}-1-[5-(trifluoromethyl)-3-pyridinyl]-2,4-imidazolidinedione NC1=NC=CC(=N1)OC1=C(C=C(C=C1)N1C(N(CC1=O)C=1C=NC=C(C1)C(F)(F)F)=O)OC(F)F